C(C)(=O)NC=1SC(=CN1)C1N(CCC(C1)=CC(=O)NC1=CC(=C(C=C1)OC)OC)C (2-acetamidothiazol-5-yl(methyl)piperidin-4-ylidene)-N-(3,4-dimethoxyphenyl)acetamide